4-Methyl-1-pentyn-1-ol CC(CC#CO)C